tert-butyl (cyclopropylmethyl)((R)-1-(6-(3-(4-(6-((R)-3-methylpyrrolidin-1-yl)pyrazin-2-yl)-1H-1,2,3-triazol-1-yl)oxetan-3-yl)pyridin-3-yl)piperidin-3-yl)carbamate C1(CC1)CN(C(OC(C)(C)C)=O)[C@H]1CN(CCC1)C=1C=NC(=CC1)C1(COC1)N1N=NC(=C1)C1=NC(=CN=C1)N1C[C@@H](CC1)C